C(CCCC\C=C/CC)O cis-6-Nonenol